N,N-bis(3-phthalimidopropyl)-methylamine C1(C=2C(C(N1CCCN(CCCN1C(C=3C(C1=O)=CC=CC3)=O)C)=O)=CC=CC2)=O